[3-[(6-chloro-5-fluoro-2-pyridyl)amino]-1-(2,2,2-trifluoroethyl)pyrazolo[4,3-c]pyridin-6-yl]-(1,4-oxazepan-4-yl)methanone ClC1=C(C=CC(=N1)NC1=NN(C2=C1C=NC(=C2)C(=O)N2CCOCCC2)CC(F)(F)F)F